5-(isopentenyl-aminomethyl)-2'-O-methyluridine C(CC(=C)C)C(C=1C(NC(N([C@H]2[C@H](OC)[C@H](O)[C@@H](CO)O2)C1)=O)=O)N